CC=1C(=NOC1C)N 4,5-dimethylisoxazol-3-amine